1-hydroxy-2-(4'-(acetamido)phenylazo)-8-acetamidonaphthalene-3,6-disulfonic acid OC1=C(C(=CC2=CC(=CC(=C12)NC(C)=O)S(=O)(=O)O)S(=O)(=O)O)N=NC1=CC=C(C=C1)NC(C)=O